[Li].C(C)(C)(CC)O tertiary amyl alcohol lithium